ethyl (E)-5-(8,11-di-tert-butylperylen-3-yl)pent-4-enoate C(C)(C)(C)C=1C=C2C3=CC=CC4=C(C=CC(C=5C=C(C=C(C1)C25)C(C)(C)C)=C43)/C=C/CCC(=O)OCC